C(C)(C)N1N=C2C=C(C=CC2=C1)B1OC(C(O1)(C)C)(C)C 2-Isopropyl-6-(4,4,5,5-tetramethyl-1,3,2-dioxaborolan-2-yl)indazole